C(#CC)C=1C=C2C(C(=O)OC2=O)=CC1 4-(1-propynyl)phthalic anhydride